[4-14C]-thymine N1C(=O)N[14C](=O)C(C)=C1